2-oxo-1-(2,2,2-trifluoroethyl)pyrrolidin O=C1N(CCC1)CC(F)(F)F